indolacetaldoxime N1C(=CC2=CC=CC=C12)CC=NO